C(CCCCCCC)NC(OC1=CC(=C(C=C1)OC)C=1C=NC=C(C1)C=1N=NN(N1)COCC[Si](C)(C)C)=O 4-methoxy-3-(5-(2-((2-(trimethylsilyl)ethoxy)methyl)-2H-tetrazol-5-yl)pyridin-3-yl)phenyl octylcarbamate